C(C=C)(=O)OC12CC3(CC(CC(C1)C3)C2)OC(C=C)=O 1,3-Adamantanediol diacrylate